1-(((2-(trimethylsilyl)ethoxy)methyl)-1H-benzo[d]Imidazol-4-yl)-1,2-dihydro-1,8-naphthyridine-3-carbonitrile C[Si](CCOCN1C=NC2=C1C=CC=C2N2CC(=CC1=CC=CN=C21)C#N)(C)C